C(C)(C)(C)OC(=O)N1C[C@H](CC=C1C=1C=C2C=NN(C2=CC1)C(C)C)C.ClC1=NC(=CC=C1)N1C=NC(=C1)I |r| chloro-6-(4-iodo-1H-imidazol-1-yl)pyridine tert-butyl-rac-(3S)-6-(1-isopropylindazol-5-yl)-3-methyl-3,4-dihydro-2H-pyridine-1-carboxylate